CN(CCO)C=1C2=C(N=C(N1)C1=NC=CC=C1)SC(=C2)C2=CC=CC=C2 2-{methyl[6-phenyl-2-(pyridin-2-yl)thieno[2,3-d]pyrimidin-4-yl]amino}ethan-1-ol